BrC1=CC=C(C=2N1C=NC2)OC 5-bromo-8-methoxyimidazo[1,5-a]pyridine